C1(CC1)C=1C(=C(C=2CCCCC2C1)C(=O)O)F 3-cyclopropyl-2-fluoro-5,6,7,8-tetrahydronaphthalene-1-carboxylic acid